C1CCC12CN(CC2)CC=2NC1=CC(=CC=C1C2)CN2N=NC(=C2)C2=C1C=NNC1=CC(=C2)N2CC2 4-(1-((2-((6-azaspiro[3.4]oct-6-yl)methyl)-1H-indol-6-yl)methyl)-1H-1,2,3-triazol-4-yl)-6-(aziridin-1-yl)-1H-indazole